(2-chloro-4-(trifluoromethyl)phenyl)-2-(5-ethyl-7-oxo-6-(piperazin-1-yl)-2-(1-oxaspiro[4.5]dec-7-en-8-yl)-[1,2,4]triazolo[1,5-a]pyrimidin-4(7H)-yl)acetamide ClC1=C(C=CC(=C1)C(F)(F)F)C(C(=O)N)N1C=2N(C(C(=C1CC)N1CCNCC1)=O)N=C(N2)C2=CCC1(CCCO1)CC2